BrC1=CC=C(CCC(C#N)CC(O)=S)C=C1.FC(C)(F)C1=CC(=NC(=N1)OC)N1N=C(C=2C=NC(=CC21)NC(C)=O)N2CCN(CC2)C N-(1-(6-(1,1-difluoroethyl)-2-methoxypyrimidin-4-yl)-3-(4-methylpiperazin-1-yl)-1H-pyrazolo[4,3-c]pyridin-6-yl)acetamide (2-(4-bromobenzyl)-1-cyanoethyl)ethanethioate